(7-Methyl-1-(4-(morpholinomethyl)phenyl)-5,5-dioxido-1,4-dihydrothiochromeno[4,3-c]pyrazol-3-yl)(4-oxa-7-azaspiro[2.5]oct-7-yl)methanone CC=1C=CC2=C(C1)S(CC1=C2N(N=C1C(=O)N1CCOC2(CC2)C1)C1=CC=C(C=C1)CN1CCOCC1)(=O)=O